CCCCCCCCCCCCCC(=O)C(C)C(=O)SCCNC(=O)CCNC(=O)[C@@H](C(C)(C)COP(=O)(O)OP(=O)(O)OC[C@@H]1[C@H]([C@H]([C@@H](O1)N2C=NC3=C(N=CN=C32)N)O)OP(=O)(O)O)O The molecule is a 3-oxo-fatty acyl-CoA that results from the formal condensation of the thiol group of coenzyme A with the carboxy group of 2-methyl-3-oxopalmitic acid. It is a long-chain fatty acyl-CoA, a methyl-branched fatty acyl-CoA and a 3-oxo-fatty acyl-CoA. It is a conjugate acid of a 2-methyl-3-oxopalmitoyl-CoA(4-).